2'-Chloro-4'-(2-(3-fluorooxetan-3-yl)ethoxy)-4,5,5',6'-tetrahydro-2H-spiro[furan-3,8'-pyrano[3,4-b]pyridine] ClC1=CC(=C2C(=N1)C1(OCC2)COCC1)OCCC1(COC1)F